N1=C(N=CC=C1)C1(CC1)CO (1-(pyrimidin-2-yl)cyclopropyl)methanol